COC=1C=C2CCN(CC2=CC1OC)CCC1=CC=C(C=C1)N1N=C(N=N1)C1=C(C=CC(=C1)OC=1C=NC=CC1)[N+](=O)[O-] 6,7-Dimethoxy-2-(4-(5-(2-nitro-5-(pyridin-3-yloxy)phenyl)-2H-tetrazol-2-yl)phenethyl)-1,2,3,4-tetrahydroisoquinoline